7-chloro-3,3-dimethyl-5-(6-methyl-2-oxo-3,6-dihydro-2H-1,3,4-thiadiazin-5-yl)-2,3-dihydro-1H-isoindol-1-one ClC=1C=C(C=C2C(NC(C12)=O)(C)C)C1=NNC(SC1C)=O